5-(2-(tert-butylamino)-1-hydroxyethyl)-1,6-naphthyridin-2(1H)-one C(C)(C)(C)NCC(O)C1=C2C=CC(NC2=CC=N1)=O